7-hydroxy-5-methyl-3-((6-methylpyridin-2-yl)methyl)-3,5-dihydro-4H-pyridazino[4,5-b]indol-4-one OC=1C=CC=2C3=C(N(C2C1)C)C(N(N=C3)CC3=NC(=CC=C3)C)=O